C1=CC=C(C(=C1)[N+](=O)[O-])S(=O)(=O)NCCN N-(2-aminoethyl)-2-nitrobenzenesulfonamide